4-((2,5,8,11-tetraoxatridecane-13-oxy)-4'-(6,6-dimethyl-2-(4-nitrophenyl)-4,5,6,7-tetrahydro-2H-5,7-methanoindazol-3-yl)-1,1'-biphenyl-3-yl)-2-(pyridin-4-yl)acrylonitrile COCCOCCOCCOCCOC1=C(C=CC=C1C1(CC=NC=C1)C(C#N)=C)C1=CC=C(C=C1)C=1N(N=C2C3C(C(CC12)C3)(C)C)C3=CC=C(C=C3)[N+](=O)[O-]